CC1N(C(=CC=N1)C1=CC=C2CCN(C2=C1)C)[C@@H]1CCCC2=CC=CC=C12 2-methyl-6-(1-methyl-2,3-dihydro-1H-indol-6-yl)-N-[(1R)-1,2,3,4-tetrahydronaphthalen-1-yl]pyrimidin